BrC=1N=C(C(=NC1)C=O)OC 5-bromo-3-methoxypyrazine-2-carbaldehyde